N-(2,2-difluoroethyl)-N-(2-azaspiro[3.3]heptane-6-yl)sulfamide trifluoroacetate FC(C(=O)O)(F)F.FC(CN(S(=O)(=O)N)C1CC2(CNC2)C1)F